CCN1/C(=C\\C=C\\C=C\\C=C\\C2=[N+](C3=C(C2)C=C(C=C3)S(=O)(=O)[O-])CCCCCC(=O)O)/CC4=C1C=CC(=C4)S(=O)(=O)O The molecule is a C7-cyanine dye having differentially-substituted 2-indolyl units at each end. It has a role as a fluorochrome. It derives from a C7-indocyanine.